(1R,3R,5R)-N-(5-((+)-1-amino-3-cyclopropyl-1-(pyridin-4-yl)propyl)-2-fluorophenyl)-2-azabicyclo[3.1.0]hexane-3-carboxamide NC(CCC1CC1)(C1=CC=NC=C1)C=1C=CC(=C(C1)NC(=O)[C@@H]1N[C@@H]2C[C@@H]2C1)F